D-2-Desoxyribose O=CC[C@@H](O)[C@H](O)CO